Cl.C(C)N(CCOC1=C(C=C(C=C1I)C=O)I)CC 4-[2-(diethylamino)ethoxy]-3,5-diiodophenyl-methanone hydrochloride